hexabenzyl-purine C(C1=CC=CC=C1)N1C2(N(C(N(C=C2N=C1)CC1=CC=CC=C1)(CC1=CC=CC=C1)CC1=CC=CC=C1)CC1=CC=CC=C1)CC1=CC=CC=C1